{[(4-methoxyphenyl)methyl]amino}-N-(4-{[2-(6-methyl(2-pyridyl))pyrrolidinyl]methyl}phenyl)carboxamide COC1=CC=C(C=C1)CNC(=O)NC1=CC=C(C=C1)CN1C(CCC1)C1=NC(=CC=C1)C